2-(3-isopropyl-2-(2-methylpyridin-4-yl)-1H-indol-5-yl)-N-methyl-5-(2-(methylamino)ethyl)-4,5,6,7-tetrahydropyrazolo[1,5-a]pyrazine-3-carboxamide C(C)(C)C1=C(NC2=CC=C(C=C12)C1=NN2C(CN(CC2)CCNC)=C1C(=O)NC)C1=CC(=NC=C1)C